(3R,5R)-3-((6-((S)-amino(4,4-difluorocyclohexyl)methyl)imidazo[1,2-b][1,2,4]triazin-2-yl)methyl)-5-(trifluoromethyl)piperidin-2-one N[C@H](C=1N=C2N(N=C(C=N2)C[C@@H]2C(NC[C@@H](C2)C(F)(F)F)=O)C1)C1CCC(CC1)(F)F